3-(benzyloxy)-2-(2-(4-methoxybenzyl)-1-oxo-2,6-diazaspiro[3.5]nonan-6-yl)propanamide C(C1=CC=CC=C1)OCC(C(=O)N)N1CC2(CN(C2=O)CC2=CC=C(C=C2)OC)CCC1